5-(3-(trifluoromethoxy)phenyl)-2H-tetrazol FC(OC=1C=C(C=CC1)C=1N=NNN1)(F)F